The molecule is a deoxygalactose that is D-galactopyranose in which the hydroxy group at position 2 has been replaced by a hydrogen. It has a role as a metabolite. C1[C@H]([C@H]([C@H](OC1O)CO)O)O